BrC=1C(=NC(=NC1)C)NC1=C(C(=CC=C1C)OC)Cl 5-bromo-4-[(2-chloro-3-methoxy-6-methylphenyl)amino]-2-methylpyrimidine